2-(5-Bromo-3-methyl-1H-indol-1-yl)propane-1,3-diol BrC=1C=C2C(=CN(C2=CC1)C(CO)CO)C